(2S)-2-((3-(sec-butylsulfonyl)phenoxy)methyl)oxirane 2,5-Dioxopyrrolidin-1-yl-(2R)-3-(2,4-bis{bis[2-({2-[(α-D-mannopyranosyl)oxy]ethyl}amino)-2-oxoethyl]amino}butanamido)propanoate O=C1N(C(CC1)=O)[C@@H](C(=O)O)CNC(C(CCN(CC(NCCO[C@@H]1[C@@H](O)[C@@H](O)[C@H](O)[C@H](O1)CO)=O)CC(NCCO[C@@H]1[C@@H](O)[C@@H](O)[C@H](O)[C@H](O1)CO)=O)N(CC(NCCO[C@@H]1[C@@H](O)[C@@H](O)[C@H](O)[C@H](O1)CO)=O)CC(=O)NCCO[C@@H]1[C@@H](O)[C@@H](O)[C@H](O)[C@H](O1)CO)=O.C(C)(CC)S(=O)(=O)C=1C=C(OC[C@H]2OC2)C=CC1